The molecule is a ceramide obtained by formal condensation of the carboxy group of icosanoic acid with the amino group of 14-methylhexadecasphinganine. It is a metabolite of the nematode Caenorhabditis elegans. It has a role as a Caenorhabditis elegans metabolite. It derives from an icosanoic acid. CCCCCCCCCCCCCCCCCCCC(=O)N[C@@H](CO)[C@@H](CCCCCCCCCCC(C)CC)O